mono-acetyl-phytosphingosine C(C)(=O)C(O)[C@H](N)[C@H](O)[C@H](O)CCCCCCCCCCCCCC